O=C1NC(CCC1N1C(C2=CC=C(C=C2C1=O)N1CCC(CC1)CC1CCN(CC1)CCN1CCN(CC1)C1=NC=NC(=C1)C1=NNC2=CC=C(C=C12)OC(C)C)=O)=O 2-(2,6-dioxo-3-piperidyl)-5-[4-[[1-[2-[4-[6-(5-isopropoxy-1H-indazol-3-yl)pyrimidin-4-yl]piperazin-1-yl]ethyl]-4-piperidyl]methyl]-1-piperidyl]isoindoline-1,3-dione